C(=O)(OC(C)(C)C)N1CC=C(C=C1)O N-BOC-4-hydroxypyridine